FCCOCC=1C=C2C=C(NC2=C(C1)N)C1=CC=CC=C1 5-((2-fluoroethoxy)methyl)-2-phenyl-1H-indol-7-amine